tert-Butyl 2,2-dimethyl-4-(3-methyl-2-oxo-1,3-benzoxazol-6-yl)piperazine-1-carboxylate CC1(N(CCN(C1)C1=CC2=C(N(C(O2)=O)C)C=C1)C(=O)OC(C)(C)C)C